N-(1H-indol-5-yl)-6,7-dimethyl-3-oxo-4-((2S,3S,4R)-2,3,4,5-tetrahydroxypentyl)-3,4-dihydroquinoxaline-2-carboxamide N1C=CC2=CC(=CC=C12)NC(=O)C1=NC2=CC(=C(C=C2N(C1=O)C[C@@H]([C@@H]([C@@H](CO)O)O)O)C)C